C(C1CO1)C(C(O)(CC1CO1)CC1CO1)(O)CO triglycidylglycerin